FC(C1=CC=C(C(=O)N2CC=3NC4=CC=CC=C4C3CC2)C=C1)(F)F 2-(4-trifluoromethylbenzoyl)-2,3,4,9-tetrahydro-1H-β-carboline